1,4-dinitropyrazine [N+](=O)([O-])N1C=CN(C=C1)[N+](=O)[O-]